FC(C1(CC1)NC(O[C@H]1C[C@H](CC1)C1=CC(=NN1)N)=O)F (1R,3S)-3-(3-amino-1H-pyrazol-5-yl)cyclopentyl (1-(difluoromethyl)cyclopropyl)carbamate